2'-deoxyuridine 3'-monophosphate P(=O)(O)(O)O[C@H]1C[C@@H](O[C@@H]1CO)N1C(=O)NC(=O)C=C1